(R)-tert-butyl 3-((5-((R)-1,2,3,4-tetrahydro-1,8-naphthyridin-2-yl)pentyl)oxy)pyrrolidine-1-carboxylate N1[C@@H](CCC2=CC=CN=C12)CCCCCO[C@H]1CN(CC1)C(=O)OC(C)(C)C